2-amino-4-chloro-6-(2-hydroxy-2-methylpropyloxy)pyrazolo[1,5-a]Pyridine-3-carbonitrile NC1=NN2C(C(=CC(=C2)OCC(C)(C)O)Cl)=C1C#N